3-Methyl-5-(N-(3-methylbenzyl)-N-phenethylsulfamoyl)benzofuran-2-carboxylic acid ethyl ester C(C)OC(=O)C=1OC2=C(C1C)C=C(C=C2)S(N(CCC2=CC=CC=C2)CC2=CC(=CC=C2)C)(=O)=O